benzyl (2-methylpentan-2-yl)succinate CC(C)(CCC)C(C(=O)OCC1=CC=CC=C1)CC(=O)[O-]